4-hydroxybenzoic acid propylester C(CC)OC(C1=CC=C(C=C1)O)=O